Trans-Ethyl 2-(4-((4-(2-isopropyloxazol-4-yl)pyridin-2-yl)((4-(4-methoxy-3-methylphenyl)bicyclo[2.2.2]octan-1-yl)methyl)carbamoyl)cyclohexyl)acetate C(C)(C)C=1OC=C(N1)C1=CC(=NC=C1)N(C(=O)[C@@H]1CC[C@H](CC1)CC(=O)OCC)CC12CCC(CC1)(CC2)C2=CC(=C(C=C2)OC)C